6-(6-fluoropyridin-3-yl)-5,6-dihydro-7H-pyrrolo[3,4-b]pyridin-7-one FC1=CC=C(C=N1)N1C(C2=NC=CC=C2C1)=O